O-tertiary butyl-L-threonine C(C)(C)(C)O[C@@H]([C@H](N)C(=O)O)C